tert-butyl 4-[4-(ethoxycarbonyl)-5-methyl-1,2,3-triazol-1-yl]piperidine-1-carboxylate C(C)OC(=O)C=1N=NN(C1C)C1CCN(CC1)C(=O)OC(C)(C)C